C1(=CC=CC=C1)O.[Na].OC1=CC=C(C=C1)C(C)(C)C1=CC=C(C=C1)O bisphenol A sodium phenol salt